O=C1N(CCN2[C@@H]1CNCC2)C2=NC=CC(=C2)C(F)(F)F (R)-9-Oxo-8-(4-(trifluoromethyl)pyridin-2-yl)octahydro-2H-pyrazino[1,2-a]pyrazin